NC=1SC=C(N1)C(=O)OCC ethyl 2-aminothiazole-4-carboxylate